9,9'-(8-chlorodibenzo[b,d]furan-1,3-diyl-2,4,6,7,9-d5)bis(9H-carbazole) ClC1=C(C(=C2C(C3=C(O2)C(=C(C(=C3N3C2=CC=CC=C2C=2C=CC=CC32)[2H])N3C2=CC=CC=C2C=2C=CC=CC32)[2H])=C1[2H])[2H])[2H]